6-(1H-imidazol-1-yl)-N-((1r,4r)-4-(2-methoxyethoxy)cyclohexyl)-4-vinylpyridine-carboxamide N1(C=NC=C1)C1=CC(=CC(=N1)C(=O)NC1CCC(CC1)OCCOC)C=C